CC1=C(C(=O)P(C2=CC=CC=C2)(C2=CC=CC=C2)=O)C(=CC(=C1)C)C (l)-2,4,6-trimethylbenzoyldiphenylphosphine oxide